F[P-](F)(F)(F)(F)F.C(CCC)[N+](CCCCN1C=2C=CC(=CC2N(C2=CC=C(C=C12)C(C)(C)C)CCCC[N+](C)(C)CCCO)C(C)(C)C)(C)C.F[P-](F)(F)(F)(F)F N-butyl-4-(2,7-di-tert-butyl-10-(4-((3-hydroxypropyl)dimethylammonio)butyl)phenazin-5(10H)-yl)-N,N-dimethylbutan-1-aminium hexafluorophosphate